N-(25-amino-3,6,9,12,15,18,21-heptaoxapentacosyl)-4-(5-((furan-2-ylmethyl)amino)-[1,2,4]triazolo[4,3-c]pyrimidin-8-yl)benzamide NCCCCOCCOCCOCCOCCOCCOCCOCCNC(C1=CC=C(C=C1)C=1C=2N(C(=NC1)NCC=1OC=CC1)C=NN2)=O